[1]benzopyran O1CC=CC2=C1C=CC=C2